N-(4-(1H-tetrazol-5-yl)phenyl)-2-(piperazin-1-yl)pyrimidin-4-amine N1N=NN=C1C1=CC=C(C=C1)NC1=NC(=NC=C1)N1CCNCC1